3-aminobutyronitrile NC(CC#N)C